BrC=1C=C(OCCN2CCCC2)C=CC1 1-[2-(3-bromophenoxy)ethyl]pyrrolidine